6,6'-dimethyl-4,4'-dimethyl-2,2'-bipyridine CC1=CC(=CC(=N1)C1=NC(=CC(=C1)C)C)C